(Z)-2-octanal CC(CCCCCC)=O